4-(4-(5-aminoisoxazol-3-yl)piperidine-1-carbonyl)-2-fluorobenzonitrile NC1=CC(=NO1)C1CCN(CC1)C(=O)C1=CC(=C(C#N)C=C1)F